tert-butyl (4-(bis(2-((tert-butyldimethylsilyl)oxy) decyl)amino) butyl)carbamate [Si](C)(C)(C(C)(C)C)OC(CN(CCCCNC(OC(C)(C)C)=O)CC(CCCCCCCC)O[Si](C)(C)C(C)(C)C)CCCCCCCC